N-[(2E)-3-[imino(oxo)[4-(trifluoromethyl)phenyl]-λ6-sulfanyl]prop-2-en-1-yl]-2-oxo-1,2,5,6,7,8-hexahydroquinoline-3-carboxamide N=S(/C=C/CNC(=O)C=1C(NC=2CCCCC2C1)=O)(C1=CC=C(C=C1)C(F)(F)F)=O